4-(3-hydroxy-1-(pyridin-2-yl)prop-1-en-1-yl)-6-methyl-7-oxo-6,7-dihydro-1H-pyrrolo[2,3-c]pyridine-2-carboxylic acid ethyl ester C(C)OC(=O)C1=CC2=C(C(N(C=C2C(=CCO)C2=NC=CC=C2)C)=O)N1